CN(C(C(F)(F)F)=O)COC(=O)N1CCNCC1.C(C1=CC=CC=C1)C=1NC(=CC1)CC1=CC=CC=C1 2,5-dibenzyl-pyrrole [(methyl(trifluoroacetyl)amino)methyl]piperazine-1-carboxylate